O1C[C@H](NCCC1)C(OC1=NC(=C(C=2N=C(NC(C21)=O)Cl)F)Cl)([2H])[2H] (S)-5-((1,4-Oxazepan-3-yl)methoxy-d2)-2,7-dichloro-8-fluoropyrido[4,3-d]pyrimidin-4(3H)-one